ClC=1C=C(C=C(C1)F)C1(CCCC=2N=C3N(C=C(C=C3)C=3C=NC(=NC3)N3CCOCC3)C21)O 9-(3-chloro-5-fluorophenyl)-2-(2-morpholinylpyrimidin-5-yl)-6,7,8,9-tetrahydrobenzo[4,5]imidazo[1,2-a]pyridin-9-ol